N=1N(N=CC1)C1=C(C=CC=C1)C(=O)N1[C@@H]2[C@@H](C[C@H](C1)C2)NC2=NC=C(C=C2)OC (2-(2H-1,2,3-triazol-2-yl)phenyl)((1S,4S,6R)-6-((5-methoxypyridin-2-yl)amino)-2-azabicyclo[2.2.1]heptan-2-yl)methanone